Benzoyl Peroxide Hydrate O.C(C1=CC=CC=C1)(=O)OOC(C1=CC=CC=C1)=O